(2,4-pentanedione) manganese (III) [Mn+3].CC(CC(C)=O)=O